CC1=CC=C(N=N1)OC=1C=C(C(=O)O)C=C(C1)C=1SC(=CN1)C 3-[(6-methylpyridazin-3-yl)oxy]-5-(5-methyl-1,3-thiazol-2-yl)benzoic acid